C(CC)OCCOCC(=O)O (2-propoxyethoxy)acetic acid